3-(3-formyl-4-hydroxybenzylidene)camphor C(=O)C=1C=C(C=C2C(C3(CCC2C3(C)C)C)=O)C=CC1O